FC1=CC2=C(OC3=C2C=CC(=C3)C3=CC=CC=C3)C(=C1)F 2,4-difluoro-7-phenyldibenzofuran